4-(2-{[1-(4-fluorophenyl)-4-methyl-1H-1,2,3-triazol-5-yl]methoxy}-5,6,7,8-tetrahydro-1,6-naphthyridine-6-carbonyl)-1lambda6-thiane-1,1-dione FC1=CC=C(C=C1)N1N=NC(=C1COC1=NC=2CCN(CC2C=C1)C(=O)C1CCS(CC1)(=O)=O)C